zinc ethyl-bromo-pyridinecarboxylate C(C)C1=C(C(=NC=C1)C(=O)[O-])Br.[Zn+2].C(C)C1=C(C(=NC=C1)C(=O)[O-])Br